C(C)(C)(C)C1=CC(=NO1)NC(=O)NC1=CC=C(C=C1)N1N=NC(=C1)C1=CC=C(C=C1)OCCN1CCOCC1 1-(5-tert-butylisoxazol-3-yl)-3-(4-(4-(4-(2-morpholinoethoxy)phenyl)-1H-1,2,3-triazol-1-yl)phenyl)urea